dimethoxy-3,4-dihydroisoquinoline hydrochloride Cl.COC1N=C(C2=CC=CC=C2C1)OC